2-hydroxynaphthalene-d7 OC1=C(C2=C(C(=C(C(=C2C(=C1[2H])[2H])[2H])[2H])[2H])[2H])[2H]